C(CCCCCCCCCCCCCCCCC)OC[C@@H](OCCCCCCCCCCCCCCCCCC)COP(=O)([O-])OCC[N+](C)(C)C 1,2-distearyl-sn-glycero-3-phosphocholine